4H-1,2-oxazol-5-carboxamid O1N=CCC1C(=O)N